3,3'-(ethane-1,2-diylbis(5-carbamoyl-1H-benzo[d]imidazole-1,2-diyl))bis(4-methylbenzo[b]thiophene-2-carboxylic acid) C(CN1C(=NC2=C1C=CC(=C2)C(N)=O)C=2C1=C(SC2C(=O)O)C=CC=C1C)N1C(=NC2=C1C=CC(=C2)C(N)=O)C=2C1=C(SC2C(=O)O)C=CC=C1C